CC(C=C(C#N)C(=O)N1CC(C1)N1N=C(C2=NC=CC=C21)C2=CC=C(C=C2)C(F)(F)F)(C)N2CCOCC2 4-methyl-4-morpholino-2-(3-(3-(4-(trifluoromethyl)phenyl)-1H-pyrazolo[4,3-b]pyridin-1-yl)-azetidine-1-carbonyl)pent-2-enenitrile